CC1=C(C=CC=C1N1CCC(CC1)NC1CC(C1)O)C1=CC=CC=C1 3-(1-(2-methylbiphenyl-3-yl)piperidin-4-ylamino)cyclobutanol